((1-methylpiperidin-4-yl)oxy)quinazolin-4-amine CN1CCC(CC1)OC1=NC2=CC=CC=C2C(=N1)N